2-amino-7,8-dihydro-1,6-naphthyridine-6(5H)-carboxylic acid tert-butyl ester C(C)(C)(C)OC(=O)N1CC=2C=CC(=NC2CC1)N